6-(5-chloro-2-((1-(methylsulfonyl)piperidin-4-yl)amino)pyrimidin-4-yl)-4-fluoro-1-isopropyl-N,N-dimethyl-1H-benzo[d]imidazol-2-amine ClC=1C(=NC(=NC1)NC1CCN(CC1)S(=O)(=O)C)C=1C=C(C2=C(N(C(=N2)N(C)C)C(C)C)C1)F